6-(3-(difluoromethoxy)azetidin-1-yl)quinoline-4-carboxylic acid methyl ester COC(=O)C1=CC=NC2=CC=C(C=C12)N1CC(C1)OC(F)F